2-(4-cyclopropyl-6-methoxypyrimidin-5-yl)-9-([4-[1-methyl-4-(trifluoromethyl)imidazol-2-yl]phenyl]methyl)-7H-purin-8-one C1(CC1)C1=NC=NC(=C1C1=NC=C2NC(N(C2=N1)CC1=CC=C(C=C1)C=1N(C=C(N1)C(F)(F)F)C)=O)OC